3-amino-2-(2-bromo-4-ethoxy-5-nitrobenzoyl)acrylonitrile NC=C(C#N)C(C1=C(C=C(C(=C1)[N+](=O)[O-])OCC)Br)=O